N,N',N''-tripropylsilanetriamine C(CC)N[SiH](NCCC)NCCC